CC(CCC(C)C(C)(C)C)(C)C(C)(C)C 5-methyl-2,5-di(tert-butyl)hexane